C1[C@H]([C@H](OC2=C1C(=C(C(=C2)O)[C@H]3[C@@H]([C@H](OC4=CC(=CC(=C34)O)O)C5=CC(=C(C=C5)O)O)O)O)C6=CC(=C(C=C6)O)O)O The molecule is a proanthocyanidin that is (+)-catechin and (-)-epicatechin units joined by a bond between positions 4 and 6' respectively in an alpha-configuration. Procyanidin B8 is found in acorn and is present in fruit and leaves of blackberry (Rubus fruticosus), raspberry (Rubus idaeus) and cowberry (Vaccinium vitis idaea). It can be also found in grape seeds and in beer. It has a role as a metabolite. It is a hydroxyflavan, a proanthocyanidin, a biflavonoid and a polyphenol. It derives from a (-)-epicatechin and a (+)-catechin.